6-[3-(5-mesyl-2-anisidino)-1-propynyl]-4-(1-methyl-4-piperidylamino)-1-(2,2,2-trifluoroethyl)indole S(=O)(=O)(C)C1=CC=C(C(OC)=C1)NCC#CC1=CC(=C2C=CN(C2=C1)CC(F)(F)F)NC1CCN(CC1)C